4-[5-[(4R)-3-amino-4-fluoropiperidin-1-yl]pyridin-2-yl]-3-(5-cyclopropyl-2-methylpyrazol-3-yl)oxybenzonitrile NC1CN(CC[C@H]1F)C=1C=CC(=NC1)C1=C(C=C(C#N)C=C1)OC=1N(N=C(C1)C1CC1)C